COC1=CC=C(OC2=CC=C(C=C2)\C=C/2\C(=C(C3=CC=CC=C23)CCC2=NN=NN2)C)C=C1 5-{2-[(1Z)-1-{[4-(4-methoxyphenoxy)phenyl]methylene}-2-methyl-1H-inden-3-yl]ethyl}-1H-1,2,3,4-tetrazole